NC1=C2C(=NC=N1)N(N=C2C2=CC=C(C=C2)OC2=CC=CC=C2)[C@@H]2[C@@H](CN(CC2)CC=2C(=C1C(N(C(C1=CC2)=O)C2C(NC(CC2)=O)=O)=O)F)F 5-(((3R,4S)-4-(4-amino-3-(4-phenoxyphenyl)-1H-pyrazolo[3,4-d]pyrimidin-1-yl)-3-fluoropiperidin-1-yl)methyl)-2-(2,6-dioxopiperidin-3-yl)-4-fluoroisoindoline-1,3-dione